FC=1C(=C2C=CC=CC2=CC1)C#C[Si](C(C)C)(C(C)C)C(C)C 6-Fluoro-5-((triisopropylsilyl)ethynyl)naphthalen